FC1=C(C=CC=C1C)C1=CC=C(C=C1)CCCC(=O)NC=1C=NC=CC1 4-(2'-fluoro-3'-methyl-[1,1'-biphenyl]-4-yl)-N-(pyridin-3-yl)butanamide